(5-Chloroquinazolin-2-yl)methyl acetate C(C)(=O)OCC1=NC2=CC=CC(=C2C=N1)Cl